4-(1,3-dioxo-6-(pyrrolidin-1-yl)-1H-benzo[de]isoquinolin-2(3H)-yl)benzoic acid O=C1N(C(C2=C3C(C=CC=C13)=C(C=C2)N2CCCC2)=O)C2=CC=C(C(=O)O)C=C2